bromo-3-methoxy-[1,1'-biphenyl]-4-carboximidamide BrC1=C(C=CC(=C1OC)C(N)=N)C1=CC=CC=C1